Cl.BrC1=CC2=C(N(C(O2)=O)CCN)C=C1 2-(6-bromo-2-oxo-2,3-dihydro-1,3-benzoxazol-3-yl)ethylamine hydrochloride